2-(((1r,3S)-3-aminocyclobutyl)amino)-8-(((S)-1-methoxypropan-2-yl)amino)pyrido[3,4-d]pyrimidine-6-carbonitrile NC1CC(C1)NC=1N=CC2=C(N1)C(=NC(=C2)C#N)N[C@H](COC)C